C=1N=CN2C1C1=CC=CC=C1[C@H]2[C@@H]2C1(COC1)C[C@@H]2O (s,S,6S)-5-((R)-5H-imidazo[5,1-a]isoindol-5-yl)-2-oxaspiro[3.3]heptan-6-ol